C(C)(C)(C)N1N=CC(=C1C(=O)NCCC1=CC=C(C=C1)O)OC1=CC(=CC=C1)C(F)(F)F 1-(tert-butyl)-N-(4-hydroxyphenylethyl)-4-(3-(trifluoromethyl)phenoxy)-1H-pyrazole-5-carboxamide